[5,7-difluoro-2-(4-fluorophenyl)-1H-indol-3-yl]-N-methyl-ethylamine FC=1C=C2C(=C(NC2=C(C1)F)C1=CC=C(C=C1)F)N(C)CC